C1(=CCCCC1)CCN1C(=NC2=C1C=CC(=C2)C(=O)OC)SCC2=NC=C(C(=C2C)OC)C methyl 1-(2-(cyclohex-1-en-1-yl) ethyl)-2-(((4-methoxy-3,5-dimethylpyridin-2-yl) methyl) thio)-1H-benzo[d]imidazole-5-carboxylate